(R)-N-(4-(3,3-difluoro-3-(4-fluorophenyl)propyl)-6-((1-hydroxy-4-methylpent-2-yl)amino)-1,3,5-triazin-2-yl)methanesulfonamide FC(CCC1=NC(=NC(=N1)N[C@@H](CO)CC(C)C)NS(=O)(=O)C)(C1=CC=C(C=C1)F)F